NC/C(/CN1N=CC(=C1)C(=O)NC)=C\F (E)-1-(2-(aminomethyl)-3-fluoroallyl)-N-methyl-1H-pyrazole-4-carboxamide